C(#N)CCN(C(O)=O)C1CCC2=C(N(C=C21)C)C(NC2=CC(=C(C=C2)F)Cl)=O.C(C)O[Si](CCCNC(CCCO)=O)(OCC)OCC N-(3-triethoxysilylpropyl)-4-hydroxybutyramide 2-cyanoethyl-(1-((3-chloro-4-fluorophenyl)carbamoyl)-2-methyl-2,4,5,6-tetrahydrocyclopenta[c]pyrrol-4-yl)carbamate